1-[(R)-3-(3-Chloro-2-tolyl)-3-(4-methyl-7-quinolylamino)-1-pyrrolidinyl]-2-propen-1-one ClC=1C(=C(C=CC1)C)[C@]1(CN(CC1)C(C=C)=O)NC1=CC=C2C(=CC=NC2=C1)C